2-pyrazol-1-yl-6,7-dihydro-5H-pyrrolo[1,2-b][1,2,4]triazole N1(N=CC=C1)C=1N=C2N(N1)CCC2